n-nonadecylmethyl-diethoxysilane C(CCCCCCCCCCCCCCCCCC)[Si](OCC)(OCC)C